(-)-2-[(2-(4-fluorobenzoyl)phenyl)amino]-3-[(4-(2-carbazolylethoxy)phenyl)]propanoic acid FC1=CC=C(C(=O)C2=C(C=CC=C2)NC(C(=O)O)CC2=CC=C(C=C2)OCCC2=CC=CC=3C4=CC=CC=C4NC23)C=C1